C(C)(C)(C)OC[C@H](NC(OC(C)(C)C)=O)C(NCC(NCC(NCC(NCC(SCC1C2=CC=CC=C2C=2C=CC=CC12)=O)=O)=O)=O)=O (S)-S-((9H-fluoren-9-yl)methyl) 6-(tert-butoxymethyl)-2,2-dimethyl-4,7,10,13,16-pentaoxo-3-oxa-5,8,11,14,17-pentaazanonadecane-19-thioate